2'-chloro-5'-methoxy-6-methyl-N-(4-methyl-5,6-dihydro-4H-pyrrolo[3,4-d]thiazol-2-yl)-[4,4'-bipyridine]-3-carboxamide hydrochloride Cl.ClC1=NC=C(C(=C1)C1=C(C=NC(=C1)C)C(=O)NC=1SC2=C(N1)C(NC2)C)OC